NC=1C(=C(C(C#N)=CC1)C#N)OC1=CC=CC=C1 p-aminophenoxyphthalonitrile